COC1=CC=C2C=NN(C2=C1NS(=O)(=O)C=1C=NN(C1)C1=NC=CC(=C1)[C@H](CC)OC)C (S)-N-(6-METHOXY-1-METHYL-1H-INDAZOL-7-YL)-1-(4-(1-METHOXYPROPYL)PYRIDIN-2-YL)-1H-PYRAZOLE-4-SULFONAMIDE